ClCC(=O)C1=CC=C(C=C1)N 2-chloro-4'-aminoacetophenone